CC(C(=O)NS(=O)(=O)N1CCCC1)C 2-methyl-N-(pyrrolidin-1-ylsulfonyl)propanamide